2-(3,5-dichloro-2-methoxy-4-pyridinyl)acetonitrile ClC=1C(=NC=C(C1CC#N)Cl)OC